2,2'-bis(glycidyloxy)-1,1'-binaphthalene C(C1CO1)OC1=C(C2=CC=CC=C2C=C1)C1=C(C=CC2=CC=CC=C12)OCC1CO1